4-((7-Chloro-5-ethyl-1-methyl-4-oxo-4,5-dihydro-1H-pyrrolo[3,2-c]pyridin-3-yl)amino)-6-((4-fluoropyridin-2-yl)amino)-N-(methyl-d3)nicotinamide ClC=1C2=C(C(N(C1)CC)=O)C(=CN2C)NC2=CC(=NC=C2C(=O)NC([2H])([2H])[2H])NC2=NC=CC(=C2)F